N-[5-[2-(2,2-dimethylmorpholin-4-yl)pyrimidin-5-yl]-4-fluoro-2-[rac-(3R)-3,4-dimethylpiperazin-1-yl]phenyl]-6-oxo-4-(trifluoromethyl)-1H-pyridine-3-carboxamide CC1(CN(CCO1)C1=NC=C(C=N1)C=1C(=CC(=C(C1)NC(=O)C1=CNC(C=C1C(F)(F)F)=O)N1C[C@H](N(CC1)C)C)F)C |r|